NCCC1=CC(=C(C=C1F)N1C[C@@H](CC1)N(C(OC(C)(C)C)=O)C)F tert-Butyl (R)-(1-(4-(2-aminoethyl)-2,5-difluorophenyl)pyrrolidin-3-yl)(methyl)carbamate